NC1=NC(=C(C=2N1N=C(N2)CN2N=NN=C2C=2N=CSC2)C2=CN(C(C=C2)=O)C)C2=C(C#N)C=CC=C2 (5-amino-8-(1-methyl-6-oxo-1,6-dihydropyridin-3-yl)-2-((5-(thiazol-4-yl)-1H-tetrazol-1-yl)methyl)-[1,2,4]triazolo[1,5-c]pyrimidin-7-yl)benzonitrile